Cl.CN([C@@H]1CCOC2=CC=C(C=C12)B1OC(C(O1)(C)C)(C)C)C (R)-N,N-dimethyl-6-(4,4,5,5-tetramethyl-1,3,2-dioxaborolan-2-yl)chroman-4-amine hydrochloride